O1CCN(CC1)C1=NC(=NC(=N1)NC1=CC=CC=C1)NC1=C(C(=C(C=C1)C=CC1=CC=C(C=C1)NC1=NC(=NC(=N1)N1CCOCC1)NC1=CC=CC=C1)S(=O)(=O)[O-])S(=O)(=O)[O-] 4,4'-bis(2-morpholino-4-anilino-s-triazin-6-ylamino)stilbendisulfonat